CN1N=CC(=C1C)C(=O)N1CCC(CC1)OC=1C=CC=C2C(=NN(C12)C)C1C(NC(CC1)=O)=O 3-(7-((1-(1,5-Dimethyl-1H-pyrazole-4-carbonyl)piperidin-4-yl)oxy)-1-methyl-1H-indazol-3-yl)piperidine-2,6-dione